N-(5-phenoxypyridin-2-yl)pyrazolo[1,5-a]pyridine-3-carboxamide O(C1=CC=CC=C1)C=1C=CC(=NC1)NC(=O)C=1C=NN2C1C=CC=C2